CC=1C(=NC(=NC1)NC=1C=NN(C1)C1CCOCC1)C1=CC=C(C(=O)O)C=C1 4-(5-Methyl-2-((1-(tetrahydro-2H-pyran-4-yl)-1H-pyrazol-4-yl)amino)pyrimidin-4-yl)benzoic Acid